CN1N=C(C(=C1)C(=O)NC(NC1=C(C=CC=C1)C1=CC(=C(C(=C1)F)F)F)=O)C(F)F 1-methyl-3-difluoromethyl-N-((3',4',5'-trifluoro-[1,1'-biphenyl]-2-yl)carbamoyl)-1H-pyrazole-4-carboxamide